(4S)-4-amino-2-azabicyclo[3.1.0]hexane-2-carboxylic acid tert-butyl ester C(C)(C)(C)OC(=O)N1C2CC2[C@@H](C1)N